COC(C1=CC=C(C=C1)COC1=NC(=CC(=C1C#N)C1=COC=C1)C1=CSC=C1)=O 4-(3-Cyano-4-furan-3-yl-6-thiophen-3-yl-pyridin-2-yloxymethyl)-benzoic acid methyl ester